3-amino-1H-pyrazol-4-carbonitrile NC1=NNC=C1C#N